N-((4bS,9bS)-1-amino-4b-hydroxy-8-methyl-10-oxo-9b,10-dihydro-4bH-indeno[1,2-b]benzofuran-9b-yl)acetamide NC1=C2C([C@@]3([C@@](OC4=C3C=C(C=C4)C)(C2=CC=C1)O)NC(C)=O)=O